methyl 2-(4-(6-((4-cyano-2-fluorobenzyl) oxy) pyridin-2-yl)-benzyl)-1-(2-methoxyethyl)-1H-benzo[d]imidazole-6-carboxylate C(#N)C1=CC(=C(COC2=CC=CC(=N2)C2=CC=C(CC3=NC4=C(N3CCOC)C=C(C=C4)C(=O)OC)C=C2)C=C1)F